N[C@@H](CC1=CC=C(OCCCC2=CC=C3CCCN(C3=N2)C(=O)OC(C)(C)C)C=C1)C(=O)OC tert-butyl (S)-7-(3-(4-(2-amino-3-methoxy-3-oxopropyl)phenoxy)propyl)-3,4-dihydro-1,8-naphthyridine-1(2H)-carboxylate